COCC12C(C(CC2C1)CC1C(C1)(C=O)C)(C)C 2-[[1-(methoxymethyl)-2,2-dimethyl-3-bicyclo[3.1.0]hexyl]methyl]-1-methyl-cyclopropanecarbaldehyde